C1=NC=C(C2=CC=CC=C12)C1=CC=C(C=C1)NC=1C=CC=2N(C3=CC=CC=C3C2C1)C1=CC=CC=C1 N-(4-(isoquinoline-4-yl)phenyl)-9-phenyl-9H-carbazole-3-amine